(2-chloro-3-methoxyphenyl)-[rac-(3S,9aS)-3-(5-chloro-3-pyridyl)-3,4,6,7,9,9a-hexahydro-1H-pyrazino[2,1-c][1,4]oxazin-8-yl]methanone ClC1=C(C=CC=C1OC)C(=O)N1C[C@H]2CO[C@H](CN2CC1)C=1C=NC=C(C1)Cl |r|